nickel-zirconium-copper [Cu].[Zr].[Ni]